2-(2-chlorobenzo[d]thiazol-6-yloxy)ethylcarbamic acid tert-butyl ester C(C)(C)(C)OC(NCCOC1=CC2=C(N=C(S2)Cl)C=C1)=O